C1(=CC=CC=C1)CCNC=1C(C(=O)O)=CC=CC1.NC1=C(C(=O)OCCC2=CC=CC=C2)C=CC=C1 2-phenylethyl 2-aminobenzoate (PHENYL ETHYL ANTHRANILATE)